C(#N)C1=C(C(=NC2=C(C=C(C=C12)F)C(C)NC1=C(C(=O)O)C=CC=C1)C1(CCOCC1)C)C 2-((1-(4-cyano-6-fluoro-3-methyl-2-(4-methyltetrahydro-2H-pyran-4-yl)quinolin-8-yl)ethyl)amino)benzoic acid